3-(1-(trifluoromethyl)cyclopropyl)propionic acid FC(C1(CC1)CCC(=O)O)(F)F